4-(2-chloropyrimidin-5-yl)but-3-yn-1-ol ClC1=NC=C(C=N1)C#CCCO